chloro-N-[3-(3-chloro-4-cyano-phenoxy)-2,2,4,4-tetramethyl-cyclobutyl]pyrimidine-5-carboxamide ClC1=NC=C(C=N1)C(=O)NC1C(C(C1(C)C)OC1=CC(=C(C=C1)C#N)Cl)(C)C